N-(1-(4-chlorophenyl)-2,2,2-trifluoroethyl)-1-cyclopropyl-N-ethyl-2-oxo-1,2-dihydropyridine-4-sulfonamide ClC1=CC=C(C=C1)C(C(F)(F)F)N(S(=O)(=O)C1=CC(N(C=C1)C1CC1)=O)CC